COC1=C(C=O)C=C(C(=C1)CCCCC)OC 2,5-dimethoxy-4-pentyl-benzaldehyde